2-((2-methylthiazol-5-yl)methyl)pyridazine-3(2H)-one CC=1SC(=CN1)CN1N=CC=CC1=O